N,N-Diethyl-6-[4-[[2-(3-hydroxyphenyl)phenyl]methyl]piperazin-1-yl]pyridazine-3-carboxamide C(C)N(C(=O)C=1N=NC(=CC1)N1CCN(CC1)CC1=C(C=CC=C1)C1=CC(=CC=C1)O)CC